2-chloro-N-(2,6-dimethylphenyl)-N-(1H-pyrazol-1-ylmethyl)acetamide ClCC(=O)N(CN1N=CC=C1)C1=C(C=CC=C1C)C